COC1=CC=C(C=C1)\N=C/1\C=C(CC(C1)(C)C)NCC(=O)O 2-[[(3E)-3-(4-methoxyphenyl)imino-5,5-dimethyl-cyclohexen-1-yl]amino]acetic acid